C(CCCCCCCCCCCCCCCCC)OCCCCCCCCCCCCCCCCCC stearyl ether